2-(4-(((3S,4R)-4-(4-fluorophenyl)piperidin-3-yl)methoxy)phenoxy)ethan-1-ol hydrochloride Cl.FC1=CC=C(C=C1)[C@H]1[C@@H](CNCC1)COC1=CC=C(OCCO)C=C1